O1C(=NC2=C1C=CC=C2)CS benzo[d]oxazol-2-ylmethanethiol